C(CCC)N(C([C@@H](NC(CCCCCCCCCCC)=O)CCC(=O)O)=O)CCCC N-lauroyl-L-glutamic acid dibutylamide